(4-Methylpyridin-3-yl)thiophene-2-carboxamide CC1=C(C=NC=C1)C1=C(SC=C1)C(=O)N